(S)-tert-butyl 5-amino-4-(4-((4-((4-((2-methoxyethoxy)methyl)piperidin-1-yl)methyl)benzyl)oxy)-1-oxoisoindolin-2-yl)-5-oxo-pentanoate NC([C@H](CCC(=O)OC(C)(C)C)N1C(C2=CC=CC(=C2C1)OCC1=CC=C(C=C1)CN1CCC(CC1)COCCOC)=O)=O